6-(3-((1-(5-fluoro-2-methoxyphenyl)cyclopropyl)glycyl)-3,8-diazabicyclo[3.2.1]octan-8-yl)nicotinonitrile FC=1C=CC(=C(C1)C1(CC1)NCC(=O)N1CC2CCC(C1)N2C2=NC=C(C#N)C=C2)OC